carboxymethoxyamino-ethylenediamine C(=O)(O)CONNCCN